CC1CSC(OC1)=O 5-methyl-1,3-oxathian-2-one